C(C)OC(=O)C=1C=NC=2C=CC(NC2C1)=O 6-oxo-5,6-dihydro-1,5-naphthyridine-3-carboxylic acid ethyl ester